NC1=C(C=NN1C)C1=CC=C(C=N1)C=1C=CC(=NC1)C1(CC1)C#N 1-[5-[6-(5-amino-1-methyl-pyrazol-4-yl)-3-pyridinyl]-2-pyridinyl]cyclopropanecarbonitrile